COC(=O)C1=NC(=C(C(=C1Cl)N)F)C1=CC=C(C=C1)C(=O)OC 4-amino-3-chloro-5-fluoro-6-(4-(methoxycarbonyl)phenyl)-pyridine-2-carboxylic acid methyl ester